4-bromo-3,5-dimethyl-anisole BrC1=C(C=C(C=C1C)OC)C